(2,2-bis(hydroxymethyl))Propionic acid OCC(C(=O)O)(C)CO